C1(=C(C=CC=C1)C=1C(=C2C(=CC1)N=C1C=CC3=C4C=CC=CC4=NC3=C12)C1=NC2=C(C=N1)SC1=C2C=CC=C1)C=1C(=CC=CC1)C1=CC=CC=C1 (terphenylyl)(benzothienopyrimidinyl)indolocarbazole